ethyl 4-(5-(3-((4-chloro-2-(4-ethoxy-4-oxobutanoyl)-6-methoxyisoindolin-5-yl) oxy) propoxy)-6-methoxybenzo[b]thiophen-2-yl)-4-oxobutanoate ClC1=C2CN(CC2=CC(=C1OCCCOC1=CC2=C(SC(=C2)C(CCC(=O)OCC)=O)C=C1OC)OC)C(CCC(=O)OCC)=O